C(C)N1CCN(CC1)CC1=C(C=C(N)C=C1)C(F)(F)F 4-[(4-ethylpiperazin-1-yl)methyl]-3-(trifluoromethyl)aniline